(R)-5-(1-(difluoromethyl)-4-((3-methoxypyrrolidin-3-yl)methoxy)-1H-pyrazol-5-yl)-N-(2,6-dimethylpyrimidin-4-yl)pyrazolo[1,5-a]pyridin-2-amine FC(N1N=CC(=C1C1=CC=2N(C=C1)N=C(C2)NC2=NC(=NC(=C2)C)C)OC[C@@]2(CNCC2)OC)F